1-(4-phenoxyphenyl)-1-butanone O(C1=CC=CC=C1)C1=CC=C(C=C1)C(CCC)=O